4-(4-Acrylpiperazin-1-yl)-8-((2-amino-5-methyl-1H-benzo[d]imidazol-4-yl)oxy)-2-(2-methyl-1,2,3,4-tetrahydroisoquinolin-5-yl)quinoline-3-carbonitrile C(=O)(C=C)N1CCN(CC1)C1=C(C(=NC2=C(C=CC=C12)OC1=C(C=CC=2NC(=NC21)N)C)C2=C1CCN(CC1=CC=C2)C)C#N